C(C)C=1N=C2SC(=NN2C1N(C=1SC(=C(N1)C1=CC=C(C=C1)F)C#N)C)N1C2CC(CC1CC2)C(=O)N2CC(C2)O 2-{[6-Ethyl-2-(3-(3-hydroxyazetidine-1-carbonyl)-8-azabicyclo[3.2.1]octan-8-yl)imidazo[2,1-b][1,3,4]thiadiazol-5-yl](methyl)amino}-4-(4-fluorophenyl)thiazole-5-carbonitrile